ClC1=C(C(=CC=C1)Cl)COC=1C=NC(=NC1)N1CC(OC(C1)(C)C)CO (4-{5-[(2,6-dichlorophenyl)methoxy]pyrimidin-2-yl}-6,6-dimethylmorpholin-2-yl)methanol